C1CNC[C@@H]1O.Cl (R)-(-)-3-pyrrolidinol hydrochloride